1-(4-bromophenyl)cyclopropylamine BrC1=CC=C(C=C1)C1(CC1)N